tert-butyl-2-(5-bromo-1H-imidazol-2-yl)piperidine-1-carboxylate C(C)(C)(C)OC(=O)N1C(CCCC1)C=1NC(=CN1)Br